N-(2-chlorophenyl)acrylamide ClC1=C(C=CC=C1)NC(C=C)=O